C1=CC(=CC=C1N)S(=O)(=O)C2=CC=C(C=C2)N diaminodiphenyl sulfone